OC1=C(C=C(C=C1)OC)C(C1=CC=CC=C1)P(OCC)(OCC)=O Diethyl ((2-hydroxy-5-methoxyphenyl)(phenyl)methyl)phosphonate